(±)-7-(dimethylamino)-1-methoxy-9-(naphthalen-1-yl)-10-phenylacridine Bromide salt [Br-].CN(C1=CC=C2N(C=3C=CC=C(C3[C@@H](C2=C1)C1=CC=CC2=CC=CC=C12)OC)C1=CC=CC=C1)C |r|